2-(3-chloro-5-fluoro-pyridin-2-yl)propan-2-amine ClC=1C(=NC=C(C1)F)C(C)(C)N